(9S,12S)-9-benzyl-12-(tert-butoxycarbonyl)-2,2-dimethyl-4,7,10,18-tetraoxo-3,20-dioxa-5,8,11,17-tetraazadocosapentaenoic acid C(C1=CC=CC=C1)C(=NC(C=NC(OC(C(=O)O)(C)C)=O)=O)C(N=C(C=CC=CNC(COCC)=O)C(=O)OC(C)(C)C)=O